(3R,5S)-3-fluoro-5-(9a-((4-fluorophenyl)sulfonyl)-3-(perfluoropropan-2-yl)-6,6a,7,8,9,9a-hexahydro-5H-pyrrolo[2,3-H]Quinoline-7-carbonyl)-1-(2-hydroxyethyl)pyrrolidin-2-one F[C@H]1C(N([C@@H](C1)C(=O)N1CCC2(C1CCC=1C=C(C=NC21)C(C(F)(F)F)(C(F)(F)F)F)S(=O)(=O)C2=CC=C(C=C2)F)CCO)=O